N1(CC1)CCC(=O)O.N1(CC1)CCC(=O)O.N1(CC1)CCC(=O)O.OCC(C(=O)O)(CC)CO bishydroxymethylbutanoic acid tris[3-(1-aziridinyl) propionate]